ClC1=C(C=CC=C1)CC(=O)NC=1C=C(C2=CN(N=C2C1)C)S(N)(=O)=O 2-(2-chlorophenyl)-N-(2-methyl-4-sulfamoyl-2H-indazol-6-yl)acetamide